2,6-DIBROMO-4-FLUOROPHENYLISOCYANIDE BrC1=C(C(=CC(=C1)F)Br)[N+]#[C-]